FC1=C(C=CC(=C1)F)N1N=CC2=C1N=C(NC2=O)C(=O)N 1-(2,4-difluorophenyl)-4-keto-5H-pyrazolo[3,4-d]pyrimidine-6-carboxamide